OC1=CC=C2[C@H]([C@H](COC2=C1)C1=CC=CC=C1)C=1C=CC(=NC1)N1CCC2(CC(C2)CN2CCN(CC2)C=2C=C3CN(C(C3=CC2)=O)[C@H]2C(NC(CC2)=O)=O)CC1 (R)-3-(5-(4-((7-(5-((3S,4R)-7-hydroxy-3-phenylchroman-4-yl)pyridin-2-yl)-7-azaspiro[3.5]nonan-2-yl)methyl)piperazin-1-yl)-1-oxoisoindolin-2-yl)piperidine-2,6-dione